(Dimethylamino)-4-morpholinophenone CN(C)C1N(CCOC1)C(=O)C1=CC=CC=C1